CC1=C(C=CC=C1)[C@@H](C)C1=CC=CC=C1 (S)-1-methyl-2-(1-phenylethyl)benzene